NC=1C(=NC(=NC1)NC(C)(C)C)NCC(C)(C)NC(OC(C)(C)C)=O tert-butyl (1-((5-amino-2-(tert-butylamino)pyrimidin-4-yl)amino)-2-methylpropan-2-yl)carbamate